ClC1(C(C1)CS(=O)(=O)N(CC1=CC=C(C=C1)C1=NOC(=N1)C(F)(F)F)OC)Cl 1-(2,2-dichlorocyclopropyl)-N-methoxy-N-[[4-[5-(trifluoromethyl)-1,2,4-oxadiazol-3-yl]phenyl]methyl]methanesulfonamide